2-isopropylamino-2,4,6-trimethylcyclotrisiloxane C(C)(C)N[Si]1(O[SiH](O[SiH](O1)C)C)C